FC1=C(C=C(C2=C1C=C(O2)CN2CC1=CC=CN3C1=C(C2=O)C=N3)C(=O)O)F 4,5-difluoro-2-((3-oxo-3H-pyrazolo[4,5,1-ij][1,6]naphthyridin-4(5H)-yl)methyl)benzofuran-7-carboxylic acid